N-dodecyl-acetamide C(CCCCCCCCCCC)NC(C)=O